C12CN(CC(CC1)O2)C=2SC=C(N2)C2=CC=C(C(=C2OCC(=O)NCCCCCCCCCCNC=2C=C1C(N(C(C1=CC2F)=O)C2C(NC(CC2)=O)=O)=O)F)F 2-(6-(2-(8-oxa-3-azabicyclo[3.2.1]octan-3-yl)thiazol-4-yl)-2,3-difluorophenoxy)-N-(10-((2-(2,6-dioxopiperidin-3-yl)-6-fluoro-1,3-dioxoisoindolin-5-yl)amino)decyl)acetamide